NC1=NC2=C(C=3N1N=C(N3)C=3OC=CC3)SCN2CCN2CCN(CC2)C2=C(C=C(C(=C2)OC2CNC2)F)F 5-amino-3-(2-(4-(5-(azetidin-3-yloxy)-2,4-difluorophenyl)piperazin-1-yl)ethyl)-8-(furan-2-yl)thiazolo[5,4-e][1,2,4]triazolo[1,5-c]pyrimidine